bicyclo-[2.2.1]heptane C12CCC(CC1)C2